1-(hydroxymethyl)cyclopropane-1-sulfonamide OCC1(CC1)S(=O)(=O)N